2-{[2-(cyclopropylamino)-2,3-dihydro-1H-inden-5-yl]amino}-6-(2,6-dichlorophenyl)imidazo[1,2-a]pyrimido[5,4-e]pyrimidin-5(6H)-one C1(CC1)NC1CC2=CC=C(C=C2C1)NC=1N=CC=2C(N(C=3N(C2N1)C=CN3)C3=C(C=CC=C3Cl)Cl)=O